N-hydroxy-4-((3-(2-methoxyethyl)-2,4-dioxo-3,4-dihydroquinazolin-1(2H)-yl)methyl)benzamide ONC(C1=CC=C(C=C1)CN1C(N(C(C2=CC=CC=C12)=O)CCOC)=O)=O